2-[3-(3-bromo-5-chlorophenyl)ureido]-4-fluoro-N-propylbenzamide BrC=1C=C(C=C(C1)Cl)NC(NC1=C(C(=O)NCCC)C=CC(=C1)F)=O